1-[5-(5-chloro-2-methoxypyridin-4-yl)-1H-pyrazole-3-carbonyl]-N-[(2,6-difluoro-3-methylphenyl)methyl]piperidine-4-carboxamide ClC=1C(=CC(=NC1)OC)C1=CC(=NN1)C(=O)N1CCC(CC1)C(=O)NCC1=C(C(=CC=C1F)C)F